5-(1-isopropyl-1H-pyrazol-4-yl)-N4-(1,2,3,4-tetrahydroisoquinolin-7-yl)-N2-(m-tolyl)pyrimidine-2,4-diamine C(C)(C)N1N=CC(=C1)C=1C(=NC(=NC1)NC=1C=C(C=CC1)C)NC1=CC=C2CCNCC2=C1